1-[5-ethylsulfonyl-6-[5-(trifluoromethylsulfanyl)-1,3-benzoxazol-2-yl]-3-pyridyl]cyclopropanecarbonitrile C(C)S(=O)(=O)C=1C=C(C=NC1C=1OC2=C(N1)C=C(C=C2)SC(F)(F)F)C2(CC2)C#N